Ethyl (S)-4-(7-((5-(1-amino-1,3-dihydrospiro[indene-2,4'-piperidine]-1'-yl)-6-(hydroxymethyl)pyrazin-2-yl)thio)-8-chloroimidazo[1,2-a]pyridin-2-yl)piperidine-1-carboxylate N[C@@H]1C2=CC=CC=C2CC12CCN(CC2)C=2N=CC(=NC2CO)SC2=C(C=1N(C=C2)C=C(N1)C1CCN(CC1)C(=O)OCC)Cl